2-((decanoyloxy)methyl)-2-(pyrrolidin-1-ylmethyl)propane-1,3-diyl bis(decanoate) C(CCCCCCCCC)(=O)OCC(COC(CCCCCCCCC)=O)(CN1CCCC1)COC(CCCCCCCCC)=O